ClC1=NC=2N(C(=C1C=1C=C3C=CC=NC3=CC1)OC)N=C(C2C2=CC=CC=C2)C2=CC=CC=C2 6-(5-chloro-7-methoxy-2,3-diphenylpyrazolo[1,5-a]pyrimidin-6-yl)quinoline